5-(7-((6-methoxy-2-methylpyridin-3-yl)sulfonyl)-7-azaspiro[3.5]non-2-yl)-2-oxa-5-azabicyclo[2.2.1]heptane COC1=CC=C(C(=N1)C)S(=O)(=O)N1CCC2(CC(C2)N2C3COC(C2)C3)CC1